(2S,4S)-1-tert-butoxycarbonyl-4-[3-[7-fluoro-3-[3-(methylamino)propyl]-2-oxo-1H-benzimidazol-4-yl]phenoxy]pyrrolidine-2-carboxylic acid C(C)(C)(C)OC(=O)N1[C@@H](C[C@@H](C1)OC1=CC(=CC=C1)C1=CC=C(C=2NC(N(C21)CCCNC)=O)F)C(=O)O